8-amino-1,4-dioxo-1,2,3,4-tetrahydrophthalazine-6-formic acid NC=1C=C(C=C2C(NNC(C12)=O)=O)C(=O)O